C1(CCCCC1)C=1C=CC(=NC1)CN(C(=O)[C@@H]1N(CC1)S(=O)(=O)C1=C(C(=C(C(=C1F)F)F)F)F)C1=CC(=C(C(=O)OC)C=C1)O methyl (R)-4-(N-((5-cyclohexylpyridin-2-yl)methyl)-1-((perfluorophenyl)sulfonyl)azetidine-2-carboxamido)-2-hydroxybenzoate